2-(3-(5-methyl-1H-imidazol-1-yl)-5-(trifluoromethyl)phenyl)-5-nitro-1H-benz[d]imidazole CC1=CN=CN1C=1C=C(C=C(C1)C(F)(F)F)C1=NC2=C(N1)C=CC(=C2)[N+](=O)[O-]